C(C)CS(=O)(=O)O.CS(=O)(=O)OCC ethyl methanesulfonate (ethyl methyl-sulfonate)